C(C)C=1C(=C(C(=C(C1)O)CC)CC)CC Tetraethylphenol